C(C1=CC=CC=C1)C=1N(C=2C(=C3CC[C@@H](NC3=CC2)C)N1)CCN1CC2(CS(C2)(=O)=O)C1 (7S)-2-Benzyl-3-(2-{2,2-dioxo-2λ6-thia-6-azaspiro[3.3]heptan-6-yl}ethyl)-7-methyl-3H,6H,7H,8H,9H-imidazo[4,5-f]chinolin